COC(C1=C(C=C(C(=C1)C#N)F)Br)=O 2-Bromo-5-cyano-4-fluorobenzoic acid methyl ester